OCCOCCNC(=O)C=1C=CC2=C(N=CO2)C1 N-(2-(2-hydroxyethoxy)ethyl)benzo[d]oxazole-5-carboxamide